FC=1C=C(C(=O)OC)C=C(C1)COC1=CC(=CC=C1)CO methyl 3-fluoro-5-((3-(hydroxymethyl)phenoxy)methyl)benzoate